4-(8-methoxyquinazolin-6-yl)-N-(pyridin-2-yl)benzamide COC=1C=C(C=C2C=NC=NC12)C1=CC=C(C(=O)NC2=NC=CC=C2)C=C1